BrC1=C(C(=CC(=C1)C(C(F)(F)F)(C(F)(F)F)F)Cl)N1N=CC(=C1)C1=CC(=C(S1)Cl)C(=O)NC1CC1 5-[1-[2-bromo-6-chloro-4-[1,2,2,2-tetrafluoro-1-(trifluoromethyl)ethyl]phenyl]pyrazol-4-yl]-2-chloro-N-cyclopropyl-thiophene-3-carboxamide